BrC1(CC=C(C=C1)C1=CC=CC=C1)C1CC(C2=CC=CC=C2C1)O 3-(4-bromobiphenyl-4-yl)-1,2,3,4-tetrahydro-1-naphthol